BrC=1C=C(C=C2C(=C(C=NC12)S(=O)(=O)N1CCSCC1)Cl)Cl 4-[(8-bromo-4,6-dichloro-3-quinolyl)sulfonyl]thiomorpholine